C1=CC=C(C=2OC3=C(C21)C=CC=C3)C=3C(=C(C=2C=CC1=CC=C(C=4C=CC3C2C41)NC4=CC=CC=C4)NC4=CC=CC=C4)C4=CC=CC1=C4OC4=C1C=CC=C4 bis(dibenzofuran-4-yl)-N,N'-diphenyl-pyrene-1,6-diamine